((7-methoxy-5-methylbenzo[b]thien-2-yl)ethynyl)trimethyl-silane COC1=CC(=CC2=C1SC(=C2)C#C[Si](C)(C)C)C